F[C@@H]1[C@@H](C=2C=CC=C(C2C1)C=1C=2C[C@@H]([C@@H](C2C=CC1)OC1=NC(=C(C=O)C=C1Cl)OC)F)OC1=NC(=C(C=O)C=C1Cl)OC 6,6'-(((1R,1'R,2S,2'S)-2,2'-difluoro-2,2',3,3'-tetrahydro-1H,1'H-[4,4'-biindene]-1,1'-diyl)bis(oxy))bis(5-chloro-2-methoxynicotinaldehyde)